C12=CC(=CC=C2CC1)C=1CCCC2=C(C1C1=CC=C(C=C1)C=C1CN(C1)CCCF)C=CC(=C2)C(=O)O 8-(bicyclo[4.2.0]octan-1,3,5-trien-3-yl)-9-(4-((1-(3-fluoropropyl)azetidin-3-ylidene)methyl)phenyl)-6,7-dihydro-5H-benzo[7]annulene-3-carboxylic acid